m-toluidinoterephthalic acid C1(=CC(=CC=C1)NC1=C(C(=O)O)C=CC(=C1)C(=O)O)C